(3R,4R)-4-((5-(2-fluoro-4-(trifluoromethyl)phenyl)-4-methyl-pyrimidin-2-yl)amino)pyrrolidin-3-ol, hydrochloride salt Cl.FC1=C(C=CC(=C1)C(F)(F)F)C=1C(=NC(=NC1)N[C@H]1[C@@H](CNC1)O)C